C(C1=CC=CC=C1)(=O)C=1C(=C(C(=O)P(C2=CC=CC=C2)(C2=CC=CC=C2)=O)C(=CC1C)C)C 3-benzoyl-2,4,6-trimethylbenzoyldiphenylphosphine oxide